C(C(=C)C)(=O)OC1CC(N(C(C1)(C)C)C)(C)C 1,2,2,6,6-pentamethylpiperidin-4-yl methacrylate